(2S)-2-amino-N-[(1S)-4,4,4-trifluoro-1-[hydroxy(thiazol-2-yl)methyl]butyl]propanamide N[C@H](C(=O)N[C@@H](CCC(F)(F)F)C(C=1SC=CN1)O)C